Cl.Cl.CN1N=C(C2=CC=CC(=C12)N1C[C@@H](NCC1)C)C1C(NC(CC1)=O)=O 3-(1-methyl-7-((S)-3-methylpiperazin-1-yl)-1H-indazol-3-yl)piperidine-2,6-dione dihydrochloride